FC(CN1N=CC=2C1=NC(=CN2)N2CCC1(CCN(C1)C1=NC=C(N=C1)C(F)(F)F)CC2)F 8-(1-(2,2-difluoroethyl)-1H-pyrazolo[3,4-b]pyrazin-6-yl)-2-(5-(trifluoromethyl)pyrazin-2-yl)-2,8-diazaspiro[4.5]decane